rac-(3R)-5-[6-chloro-5-[[6-methyl-4-(methylamino)-2-pyridyl]amino]-2,3-dihydrofuro[3,2-b]pyridin-7-yl]-2,3,4,7-tetrahydro-1H-azepin-3-ol ClC=1C(=C2C(=NC1NC1=NC(=CC(=C1)NC)C)CCO2)C=2C[C@H](CNCC2)O |r|